2-(4-(aminomethyl)tetrahydro-2H-pyran-4-yl)acetic acid, Hydrochloride Cl.NCC1(CCOCC1)CC(=O)O